3-amino-7,8-difluoroquinolin-2(1H)-one NC=1C(NC2=C(C(=CC=C2C1)F)F)=O